C(#N)[C@]1(CN(CC1)C(=O)NC=1SC(=C(N1)C1=CC(=CC=C1)C#N)C1=CC(=NC(=C1)C)C)C |r| Racemic-3-cyano-N-[4-(3-cyanophenyl)-5-(2,6-dimethyl-4-pyridinyl)thiazol-2-yl]-3-methyl-pyrrolidine-1-carboxamide